C(C)(C)(C)C1=CC(=C(C=C1C)C1=CC(C(=C(N1)C)C(=O)OCC)=O)C ethyl 6-(4-tert-butyl-2,5-dimethyl-phenyl)-2-methyl-4-oxo-1H-pyridine-3-carboxylate